N-[3-(2-amino-2-oxoethyl)-1,1-dioxothien-3-yl]-4-cyclopropyl-3-(cyclopropylmethoxy)benzamide tert-Butyl-((4-methoxypiperidin-4-yl)methyl)carbamate C(C)(C)(C)N(C(O)=O)CC1(CCNCC1)OC.NC(CC1(CS(C=C1)(=O)=O)NC(C1=CC(=C(C=C1)C1CC1)OCC1CC1)=O)=O